CC(C(=O)OCCOP(=O)(C1=CC=CC=C1)C1=CC=CC=C1)=C 2-diphenylphosphoryloxyethyl 2-methylprop-2-enoate